4-(5-methyl-1H-benzo[d]imidazol-6-yl)-N-(3-(trifluoromethyl)phenyl)pyrimidin-2-amine CC1=CC2=C(NC=N2)C=C1C1=NC(=NC=C1)NC1=CC(=CC=C1)C(F)(F)F